1-(6-methoxypyridin-3-yl)-3-methylbenzene-1,2-diamine COC1=CC=C(C=N1)C1(C(C(=CC=C1)C)N)N